CC=1C=NC(=NC1)CN1N=CC2=NC=C(C=C21)C2=CC(=CC=C2)C(F)(F)F 1-[(5-Methylpyrimidin-2-yl)methyl]-6-[3-(trifluoromethyl)phenyl]pyrazolo[4,3-b]pyridine